FC(OC=1C=CC(=NC1)C=1C=C2C=C(C(N(C2=NC1)CCN1CCOCC1)=O)C(=O)NC(C)C1=CC=C(C=C1)F)F 6-(5-(difluoromethoxy)pyridin-2-yl)-N-(1-(4-fluorophenyl)ethyl)-1-(2-morpholinoethyl)-2-oxo-1,2-dihydro-1,8-naphthyridine-3-carboxamide